BrC=1C(=NC=C(C1)F)N[C@H]1[C@@H](COCC1)O (3S,4R)-4-[(3-bromo-5-fluoro-2-pyridinyl)amino]tetrahydropyran-3-ol